OC[C@@H](C)N1C(=NN=C1)C1=CC=CC(=N1)NC(=O)NC1=NC2=CC=CC=C2N=C1 (R)-1-(6-(4-(1-hydroxypropan-2-yl)-4H-1,2,4-triazol-3-yl)pyridin-2-yl)-3-(quinoxalin-2-yl)urea